FC1=CC=CC(=N1)C1=NN(C=C1C1=C2C(=NC=C1)NC=C2)C 4-[3-(6-fluoro-2-pyridinyl)-1-methyl-pyrazol-4-yl]-1H-pyrrolo[2,3-b]Pyridine